C12C(CC(C=C1)C2)OC(=O)NCCCC[C@H](N)C(=O)O N6-((bicyclo[2.2.1]hept-5-en-2-yloxy)carbonyl)lysine